C(C)N1CCN(CC1)CC=1C=CC(=NC1)NC1=NC=C(C(=N1)C1=CC2=C(N=C3N2[C@@H](CCC3)C)C(=C1)F)F (R)-N-(5-((4-ethylpiperazin-1-yl)methyl)pyridin-2-yl)-5-fluoro-4-(6-fluoro-1-methyl-1,2,3,4-tetrahydrobenzo[4,5]imidazo[1,2-a]pyridin-8-yl)pyrimidin-2-amine